(2S,3R)-3-METHYL-4-PENTENE-2-SULFONAMIDE C[C@@H]([C@H](C)S(=O)(=O)N)C=C